(-)-5-azaspiro[2.4]heptane C1CC12CNCC2